C[C@@H](CC(=O)O)CCCOC1=C(C=CC=C1)CN1C(=NC=C1C)C1=CC=C(C=C1)C (R)-3-methyl-6-(2-((5-methyl-2-(p-tolyl)-1H-imidazol-1-yl)methyl)phenoxy)hexanoic acid